CC(C)C1=NC(N(C=C1)CC(=O)N)=O (1-methylethyl)-2-oxo-1(2H)-pyrimidineacetamide